O=C([C@@H](O)[C@H](O)CO)[O-] D-Threonat